1-(2,6-dibromophenoxy)butan-2-one BrC1=C(OCC(CC)=O)C(=CC=C1)Br